FC(C1=NC=CC=C1C(CC1CN(CCC1)C1=CN=CC(=N1)C=1SC=NN1)C)(F)F 2-(6-(3-(2-(2-(trifluoromethyl)pyridin-3-yl)propyl)piperidin-1-yl)pyrazin-2-yl)-1,3,4-thiadiazole